N-(3-Cyano-5-(3-fluorobenzyl)-4,5,6,7-tetrahydrothieno[3,2-c]pyridin-2-yl)-2-(3-(2-methoxyethoxy)phenyl)-acetamid C(#N)C1=C(SC2=C1CN(CC2)CC2=CC(=CC=C2)F)NC(CC2=CC(=CC=C2)OCCOC)=O